CC1(CC1)NC(C(=O)N1[C@H]2CC[C@@H]([C@H]1C(=O)N[C@@H](C[C@H]1C(NCC1)=O)C(COC(F)(F)F)=O)C2)=O (1S,3S,4R)-2-(2-((1-methylcyclopropyl)-amino)-2-oxoacetyl)-N-((S)-3-oxo-1-((S)-2-oxopyrrolidin-3-yl)-4-(trifluoromethoxy)butan-2-yl)-2-azabicyclo-[2.2.1]heptane-3-carboxamide